3-(trifluoromethyl)-4-chloro-phenyl isocyanate FC(C=1C=C(C=CC1Cl)N=C=O)(F)F